cyclopenta[cd]indene C1C=C2C=3C(=CC=CC13)C=C2